1-Methyl-4-(4-nitro-3-(piperidin-1-yl)phenyl)piperazine CN1CCN(CC1)C1=CC(=C(C=C1)[N+](=O)[O-])N1CCCCC1